4-(4-chlorophenyl)-4-vinylpiperidine-1-carboxylic acid tert-butyl ester C(C)(C)(C)OC(=O)N1CCC(CC1)(C=C)C1=CC=C(C=C1)Cl